6-(4-((3-(2-hydroxypropan-2-yl)-5-(4-methyl-1-oxo-1,3-dihydroisobenzofuran-5-yl)piperazin-1-yl)methyl)-1H-pyrazol-1-yl)-4-methylpyridine-3-carbonitrile OC(C)(C)C1CN(CC(N1)C=1C(=C2COC(C2=CC1)=O)C)CC=1C=NN(C1)C1=CC(=C(C=N1)C#N)C